4,4,5,5-tetramethyl-2-(2-((2,4,6-tri-tert-butylphenyl)thio)ethyl)-1,3,2-dioxaborolane CC1(OB(OC1(C)C)CCSC1=C(C=C(C=C1C(C)(C)C)C(C)(C)C)C(C)(C)C)C